4-bromo-1H-indazol-6-amine BrC1=C2C=NNC2=CC(=C1)N